FC1=CC(=CC2=C1N=C(S2)C2CCNCC2)C=2C=C(C=1N(C2)C=C(N1)C)F 4-fluoro-6-(8-fluoro-2-methylimidazo[1,2-a]pyridin-6-yl)-2-(piperidin-4-yl)-1,3-benzothiazole